5-(3,3-Difluoropyrrolidin-1-yl)-6-[(ethylamino)methyl]-N-[2-(2-fluoro-6-methylphenyl)-[1,3]thiazolo[5,4-c]pyridin-6-yl]pyridin-2-amine FC1(CN(CC1)C=1C=CC(=NC1CNCC)NC1=CC2=C(C=N1)SC(=N2)C2=C(C=CC=C2C)F)F